5-(6-methoxypyridin-3-yl)-1-(2-((1R,3S,4S)-3-(6-methylpyridin-2-ylcarbamoyl)-2-azabicyclo[2.2.1]heptan-2-yl)-2-oxoethyl)-1H-indole-3-carboxamide COC1=CC=C(C=N1)C=1C=C2C(=CN(C2=CC1)CC(=O)N1[C@@H]2CC[C@H]([C@H]1C(NC1=NC(=CC=C1)C)=O)C2)C(=O)N